COC1=CC=C(C=C1)NC=CC(=O)C1=CC=CC=C1 3-(4-methoxyphenylamino)-1-phenyl-2-propen-1-one